OC(C)(C)C1CC(C1)NC(=O)C=1N=C(C=C2C1NN=C2)N2C=NC=C2 N-((1r,3r)-3-(2-hydroxypropan-2-yl)cyclobutyl)-5-(1H-imidazol-1-yl)-1H-pyrazolo[3,4-c]pyridine-7-carboxamide